4-(5-{5-[(R)-(1,3-dimethyl-azetidin-3-yl)-hydroxy-(4-isopropyl-phenyl)-methyl]-pyridin-3-yl}-2-isopropyl-2H-[1,2,4]triazol-3-yl)-tetrahydro-pyran-4-ol CN1CC(C1)(C)[C@@](C=1C=C(C=NC1)C=1N=C(N(N1)C(C)C)C1(CCOCC1)O)(C1=CC=C(C=C1)C(C)C)O